NC=1C2=C(N=CN1)N(C=C2C#CC=2C=NC=NC2)[C@@H]2O[C@@H]([C@H]([C@H]2O)O)CSCC=2C(=NSC2C2=CC=CC=C2)C (2R,3R,4S,5S)-2-(4-Amino-5-(pyrimidin-5-ylethynyl)-7H-pyrrolo[2,3-d]pyrimidin-7-yl)-5-((((3-methyl-5-phenylisothiazol-4-yl)methyl)thio)methyl)tetrahydrofuran-3,4-diol